8-methyl-6H-pyrrolo[3,2,1-ij]quinoline CC=1C=C2CC=CN3C2=C(C1)C=C3